CC(=O)N[C@@H]1[C@H]([C@@H]([C@H](O[C@@H]1OP(=O)(O)OC[C@@H]2[C@H]([C@@H]([C@@H]([C@H](O2)O)O)O)O)CO)O)O The molecule is a mannose phosphate that is D-mannose phosphorylated at position 6 by a N-acetyl-D-glucosaminyl-1-phosphono group. Found in the milk of giant pandas. It has a role as a mammalian metabolite. It is a N-acyl-D-glucosamine 1-phosphate and a mannose phosphate.